C(C)(=O)N(C(C(=C)C)=O)C(=CC1=CC=CC=C1)C1=CC=CC=C1 N-acetyl-N-(1,2-diphenylvinyl)methacrylamide